tributyl-(6-[(2-butyl-n-octyl)oxy]Thieno[3,2-b]Thiophene-2-yl)stannane C(CCC)[Sn](C1=CC2=C(S1)C(=CS2)OCC(CCCCCC)CCCC)(CCCC)CCCC